S(=O)([O-])OS(=O)[O-].[Pd+2] palladium disulfite